The molecule is a prostaglandin Falpha that is the isopropyl ester prodrug of latanoprost free acid. Used in the treatment of open-angle glaucoma and ocular hypertension. It has a role as an antiglaucoma drug, an antihypertensive agent, an EC 4.2.1.1 (carbonic anhydrase) inhibitor and a prodrug. It is a prostaglandins Falpha, a triol and an isopropyl ester. It derives from a latanoprost free acid. CC(C)OC(=O)CCC/C=C\\C[C@H]1[C@H](C[C@H]([C@@H]1CC[C@H](CCC2=CC=CC=C2)O)O)O